1-(4-chloropyrimidin-2-yl)azetidin-3-ol ClC1=NC(=NC=C1)N1CC(C1)O